C1(C=CC=C2C=C3C(C=CC=C3C=C12)=O)=O 1,5-anthraquinone